ethyl 1-[[4-[[(1Z)-2-ethoxy-3,3,3-trifluoro-1-propen-1-yl]oxy] phenyl] methyl]-1H-pyrazole-4-carboxylate C(C)O\C(=C/OC1=CC=C(C=C1)CN1N=CC(=C1)C(=O)OCC)\C(F)(F)F